isooctane-13C [13CH](C)(C)CC(C)(C)C